8-((2-chlorothiazol-5-yl)methyl)-3-(4-fluoro-3-(trifluoromethyl)phenyl)pyrido[2,3-d]pyrimidine-2,4(3H,8H)-dione ClC=1SC(=CN1)CN1C=CC=C2C1=NC(N(C2=O)C2=CC(=C(C=C2)F)C(F)(F)F)=O